ClC1=NC=C(C(=C1)C1=C(C=NC(=C1)C)C(=O)NC=1SC=2C(=NC=C(C2)N2CCC(CC2)OC)N1)OC 2'-chloro-5'-methoxy-6-methyl-N-(6-(4-methoxy-piperidin-1-yl)thiazolo[4,5-b]pyridin-2-yl)-[4,4'-bipyridine]-3-carboxamide